5-fluoro-1-ethyl-6-oxo-1,6-dihydropyridine-2-carbonitrile FC1=CC=C(N(C1=O)CC)C#N